5-bromo-7H-dibenzo[c,g]carbazole BrC1=CC=2NC=3C=CC4=C(C3C2C2=C1C=CC=C2)C=CC=C4